NC(C(=O)O)CCSCC(C(=O)O)N 2-amino-4-(2-amino-2-carboxyethyl)thio-butanoic acid